6-[2-fluoro-4-[3-(4-methylpiperazin-1-yl)-3-oxo-propoxy]phenoxy]-1-methyl-indazole-5-carboxamide FC1=C(OC2=C(C=C3C=NN(C3=C2)C)C(=O)N)C=CC(=C1)OCCC(=O)N1CCN(CC1)C